NC(CCC(=O)N1CCN(CC1)C(C1=CC(=C(C(=C1)O)O)O)=O)CN 4,5-diamino-1-(4-(3,4,5-trihydroxybenzoyl)piperazin-1-yl)pentan-1-one